C(CCCCCCCCC)(=O)OC[C@@H]([C@@H](C(O[Na])=O)CC)CC=1N(C=NC1)C (2R,3S)-3-ethyl-2-[(3-methylimidazol-4-yl)methyl]-4-oxo-4-(sodiooxy)butyl decanoate